4-(2-bromo-1,3-thiazol-4-yl)morpholine BrC=1SC=C(N1)N1CCOCC1